6-benzyl-2-methyl-N-((6-methylpyridin-2-yl)methyl)-5-oxo-5,6-dihydro-1,6-naphthyridine-3-carboxamide C(C1=CC=CC=C1)N1C(C=2C=C(C(=NC2C=C1)C)C(=O)NCC1=NC(=CC=C1)C)=O